C(C)(C)(C)N(C(O)=O)C1=C(C=C(C=C1)C=1N=C(N2C1C(=NC=C2)N)CCN2CC(C2)(CO)F)OC.OCC(NCCCNC(CO)(CO)CO)(CO)CO 1,3-bis[TRIS(hydroxymethyl)methylamino]propane tert-Butyl-(4-(8-amino-3-(2-(3-fluoro-3-(hydroxymethyl)azetidin-1-yl)ethyl)imidazo[1,5-a]pyrazin-1-yl)-2-methoxyphenyl)carbamate